n-dodecylsulfosuccinic acid C(CCCCCCCCCCC)C(C(=O)O)(CC(=O)O)S(=O)(=O)O